Isooctyl 3,5-di-tert-butyl-4-hydroxyphenylpropionate C(C)(C)(C)C=1C=C(C=C(C1O)C(C)(C)C)C(C(=O)OCCCCCC(C)C)C